CN(S(=O)(=O)C=1C=C(C(=O)O)C=CC1NCCCCCCCC)C 3-(dimethylsulfamoyl)-4-(octylamino)benzoic acid